C(#N)C1=NC2=CC(=CC(=C2N=C1N1CCN(CC1)C1=C(C=CC=C1)C)[C@@H](C)NC1=C(C(=O)O)C=CC=C1)C (R)-2-((1-(2-cyano-7-methyl-3-(4-(o-tolyl)piperazin-1-yl)quinoxalin-5-yl)-ethyl)amino)benzoic acid